FC(C1=NC(=NO1)C1=CC=C(C=C1)CN1OCCCC1=O)(F)F 2-[[4-[5-(trifluoromethyl)-1,2,4-oxadiazol-3-yl]phenyl]methyl]oxazinan-3-one